[N+](=O)([O-])N=C1N(CCN1)CC=1C=CC(=NC1)SC(CC(=O)O)C 3-[5-(2-nitroiminoimidazolin-1-ylmethyl)-2-pyridylthio]butanoic acid